[5-(3-Cyclopropoxyphenyl)-1-[2-(difluoromethoxy)-phenyl]-1H-pyrazol-3-yl]methanol C1(CC1)OC=1C=C(C=CC1)C1=CC(=NN1C1=C(C=CC=C1)OC(F)F)CO